C1=CC(OC)=C2C=3[C@@]45[C@@H](O2)C(=O)CC[C@@]4(O)[C@@H](CC13)N(C)CC5 oxycodone